N-Cbzglutamic acid-5-methyl ester COC(CC[C@H](NC(=O)OCC1=CC=CC=C1)C(=O)O)=O